C(C)(=O)N1CCC(CC1)C1=CC(=C2C(=NC=NN21)N)Br 7-(1-Acetylpiperidin-4-yl)-5-bromopyrrolo[2,1-f][1,2,4]triazin-4-amine